N-(2'-(4-(hydroxymethyl)piperidin-1-yl)-[3,4'-bipyridyl]-6-yl)-2-(p-tolyl)acetamide OCC1CCN(CC1)C1=NC=CC(=C1)C=1C=NC(=CC1)NC(CC1=CC=C(C=C1)C)=O